6-acetyl-N-(3-(N-(tert-butyl)sulfamoyl)phenyl)-2-(6-azaspiro[2.5]octan-6-yl)nicotinamide C(C)(=O)C1=NC(=C(C(=O)NC2=CC(=CC=C2)S(NC(C)(C)C)(=O)=O)C=C1)N1CCC2(CC2)CC1